C(C)(C)(C)OC(=O)N1CC(CCC1)N1N=C2C=C(C=CC2=C1)C1=CC=C(C=C1)OC 3-(6-(4-methoxyphenyl)-2H-indazol-2-yl)piperidine-1-carboxylic acid tert-butyl ester